BrC=1C(=NN(N1)CC)C=O 5-bromo-2-ethyl-2H-1,2,3-triazole-4-carbaldehyde